BrC=1C=C2CN(C(C2=CC1)=O)CC1=CC=C(C=C1)OC 5-bromo-2-[(4-methoxyphenyl)methyl]-3H-isoindol-1-one